ClC1=C(C(=CC(=C1)[N+](=O)[O-])[N+](=O)[O-])/C=C/N(C)C [(E)-2-(2-chloro-4,6-dinitrophenyl)ethenyl]dimethylamine